o-ethylbromobenzene CCC1=CC=CC=C1Br